2-(6-Chloro-benzothiazol-2-ylamino)-1-methyl-1H-benzimidazole-5-carboxylic acid dimethylcarbamoylmethyl-amide CN(C(=O)CNC(=O)C1=CC2=C(N(C(=N2)NC=2SC3=C(N2)C=CC(=C3)Cl)C)C=C1)C